alpha-(2-bromo-benzyl)-proline BrC1=C(C[C@@]2(NCCC2)C(=O)O)C=CC=C1